ClC=1C(=C(CNC(CN(C(CN2N=C(C3=CC=CC=C23)C(=O)N)=O)C(C)C2CC2)=O)C=CC1)F 1-(2-((2-((3-chloro-2-fluorobenzyl)amino)-2-oxoethyl)(1-cyclopropylethyl)amino)-2-oxoethyl)-1H-indazole-3-carboxamide